COC=1C=C2N=C3SC(=CN3C2=CC1)C(=O)NC=1C=NC=C(C1)OC 10-Methoxy-N-(5-methoxypyridin-3-yl)-5-thia-2,7-diazatricyclo[6.4.0.02,6]dodeca-1(12),3,6,8,10-pentaene-4-carboxamide